N-(tert-butyldimethylsilyl)-3-(1-((tetrahydro-2H-pyran-2-yl)oxy)ethyl)-4-(4,4,5,5-tetramethyl-1,3,2-dioxaborolan-2-yl)benzenesulfonimidamide [Si](C)(C)(C(C)(C)C)NS(=O)(=N)C1=CC(=C(C=C1)B1OC(C(O1)(C)C)(C)C)C(C)OC1OCCCC1